1-(4-(2-ethyl-3-(2-fluoropyridin-4-yl)-1H-pyrrolo[2,3-b]pyridin-5-yl)benzyl)piperidin-3-ol C(C)C1=C(C=2C(=NC=C(C2)C2=CC=C(CN3CC(CCC3)O)C=C2)N1)C1=CC(=NC=C1)F